Cl.O=C1NC(CC[C@H]1N1C(C2=CC=C(C=C2C1=O)N1CCNCC1)=O)=O |r| (±)-2-(2,6-dioxopiperidin-3-yl)-5-(piperazine-1-yl)isoindoline-1,3-dione hydrochloride